4-[3-[2,6-Dichloro-4-(1-methylpyrazol-4-yl)benzoyl]-2,4-dihydro-1,3-benzoxazin-8-yl]-5-fluoro-2-(3-oxa-6-azabicyclo[3.1.1]heptan-6-yl)benzoic acid N,N-diethyl-ethylamine salt C(C)N(CC)CC.ClC1=C(C(=O)N2COC3=C(C2)C=CC=C3C3=CC(=C(C(=O)O)C=C3F)N3C2COCC3C2)C(=CC(=C1)C=1C=NN(C1)C)Cl